FC(C=1C=CC(=C(C1)C=1CCCC2=C(C1C1=CC=C(C=C1)CC1CN(C1)CCCF)C=CC(=C2)C(=O)[O-])F)F.[Na+] sodium 8-(5-(difluoromethyl)-2-fluorophenyl)-9-(4-((1-(3-fluoropropyl)azetidin-3-yl)methyl)phenyl)-6,7-dihydro-5H-benzo[7]annulene-3-carboxylate